P(=O)(O)(O)O.OC(C(C)=O)O di-hydroxyacetone phosphate